2-[(12aR)-10-chloro-8-fluoro-1,2,3,4,12,12a-hexahydro-6H-pyrazino[2,1-C][1,4]benzooxazepin-9-yl]-3,4-difluorophenol ClC1=C(C(=CC=2CN3[C@@H](COC21)CNCC3)F)C3=C(C=CC(=C3F)F)O